CC1(CCN(CC1)CC1=NC=CC(=C1)C1=CC=CC=C1)C ((4,4-dimethylpiperidin-1-yl)methyl)-4-phenylpyridine